FC(C=1N=C(NC1)C=1C=CC(=NC1)O)(F)F 5-(4-(trifluoromethyl)-1H-imidazol-2-yl)pyridin-2-ol